N[C@@H](C)C(=O)N[C@@H](CC1=C(NC=N1)C)C(=O)N[C@@H](CC1=CC=CC=C1)C(=O)O alanyl-(5-methyl)histidyl-phenylalanine